S-trityl-mercaptopropionic acid C(C1=CC=CC=C1)(C1=CC=CC=C1)(C1=CC=CC=C1)SC(C(=O)O)C